6-chloro-3-((1-(2-cyano-7-methyl-3-(3-(1-methyl-1H-pyrazol-3-yl)-8-azabicyclo[3.2.1]octan-8-yl)quinoxalin-5-yl)ethyl)amino)picolinic acid ClC1=CC=C(C(=N1)C(=O)O)NC(C)C1=C2N=C(C(=NC2=CC(=C1)C)C#N)N1C2CC(CC1CC2)C2=NN(C=C2)C